3-Chloropropanoyl chloride ClCCC(=O)Cl